NCCO 2-amino-1-hydroxyethane